ClC1=C(C=CC=2C3=C(NC12)CCN(C3C)C(=O)C3=NC=C(C=N3)O)Cl (6,7-dichloro-1-methyl-1,3,4,5-tetrahydro-2H-pyrido[4,3-b]indol-2-yl)(5-hydroxypyrimidin-2-yl)methanone